ClC1=CC=C(C=C1)C1=N[C@H](C=2N(C3=C1C(=C(S3)C)C)C(=NN2)C)CCN2CCN(CC2)CC2=CC=C(C=N2)N2C(NC(CC2)=O)=O (S)-1-(6-((4-(2-(4-(4-chlorophenyl)-2,3,9-trimethyl-6H-thieno[3,2-f][1,2,4]triazolo[4,3-a][1,4]diazepin-6-yl)ethyl)piperazin-1-yl)methyl)pyridin-3-yl)dihydropyrimidine-2,4(1H,3H)-dione